3-[4,7-difluoro-1-(pyrimidin-5-ylmethyl)benzimidazol-2-yl]-4-methyl-1,2,5-oxadiazole FC1=CC=C(C=2N(C(=NC21)C2=NON=C2C)CC=2C=NC=NC2)F